C(CCC)OC1=CC(=C(C=C1)N)N 4-butoxy-1,2-phenylenediamine